C(COCCS)OCCS 2,2'-[1,2-ethanediylbis(oxy)]bisethanethiol